C(C)(C)(C)C1CC(N(C1)C)C=1N=C2N(C=C(N=C2)NC(=O)C2=CC=C3C(=NN(C3=C2)C)C)C1 rac-N-[2-(4-tert-butyl-1-methylpyrrolidin-2-yl)imidazo[1,2-a]pyrazin-6-yl]-1,3-dimethylindazole-6-carboxamide